CC1=NC2=CC(=CC=C2C(=N1)SCC(=O)C1=CC=CS1)C 5-(2-((2,7-dimethylquinazolin-4-yl)thio)acetyl)thiophen